C(C)C(C(=O)O)CCCC.[Ag] silver 2-ethylhexanoic acid